N-((3S,4R)-4-fluoro-1-(4-((3-methyl-4-((1-methyl-1H-benzo[d][1,2,3]triazol-5-yl)oxy)phenyl)amino)pyrido[3,2-d]pyrimidin-6-yl)pyrrolidin-3-yl)acrylamide F[C@H]1[C@H](CN(C1)C=1C=CC=2N=CN=C(C2N1)NC1=CC(=C(C=C1)OC1=CC2=C(N(N=N2)C)C=C1)C)NC(C=C)=O